2,4-diphenyl-imidazole methyl-5-[4-(hydroxymethyl)piperidin-1-yl]pyrazine-2-carboxylate COC(=O)C1=NC=C(N=C1)N1CCC(CC1)CO.C1(=CC=CC=C1)C=1NC=C(N1)C1=CC=CC=C1